C(CC(=O)C)(=O)NCCNC(C=C)=O N-(2-acetoacetamidoethyl)acrylamide